ClC(=O)OCCCCCCCC normal octyl chloroformate